C(C)OC(C(CC=1C=NC(=CC1)C(F)(F)F)C)=O 2-methyl-3-(6-(trifluoromethyl)pyridin-3-yl)propionic acid ethyl ester